1-Benzyl-3-ethyl-1H-2,1-benzothiazin-4(3H)-on-2,2-dioxid C(C1=CC=CC=C1)N1S(C(C(C2=C1C=CC=C2)=O)CC)(=O)=O